FC(C(=O)O)(F)F.FC(C(=O)NCCC1(CNC1)O)(F)F 2,2,2-trifluoro-N-(2-(3-hydroxyazetidin-3-yl)ethyl)acetamide trifluoroacetate salt